OC(=O)C(F)(F)F.C(C)(=O)N1[C@H]([C@@H]([C@H](C2=CC(=CC=C12)C(=O)O)NC1=NC=C(C=C1)F)C)C (2S,3R,4R)-1-acetyl-4-((5-fluoropyridin-2-yl)amino)-2,3-dimethyl-1,2,3,4-tetrahydroquinoline-6-carboxylic acid TFA salt